(2-ethyl)morpholine CCN1CCOCC1